methyl ((((2R,3S,4R,5S)-5-(4-aminopyrrolo[2,1-f][1,2,4]triazin-7-yl)-2-(fluoromethyl)-3,4-dihydroxytetrahydrofuran-2-yl)methoxy)(phenoxy)phosphoryl)-L-alaninate NC1=NC=NN2C1=CC=C2[C@H]2[C@@H]([C@@H]([C@@](O2)(CF)COP(=O)(OC2=CC=CC=C2)N[C@@H](C)C(=O)OC)O)O